(2S,4R)-N2-(3-chloro-4-fluorophenyl)-N2,4-dimethyl-N4-(1-methyl-1H-pyrazol-3-yl)-1-[6-methyl-4-(trifluoromethyl)pyridin-2-yl]Pyrrolidine-2,4-dicarboxamide ClC=1C=C(C=CC1F)N(C(=O)[C@H]1N(C[C@@](C1)(C(=O)NC1=NN(C=C1)C)C)C1=NC(=CC(=C1)C(F)(F)F)C)C